1-(3-fluoro-4-(4,4,5,5-tetramethyl-1,3,2-dioxaborolan-2-yl)benzyl)-4-methylpiperazine FC=1C=C(CN2CCN(CC2)C)C=CC1B1OC(C(O1)(C)C)(C)C